1-(5-(4-chloro-3-(tetrahydro-1H-furo[3,4-c]pyrrol-5(3H)-yl)benzyl)octahydro-pyrrolo[3,4-c]pyrrole-2-carbonyl)-1H-pyrazole-3-carboxylic acid ClC1=C(C=C(CN2CC3C(C2)CN(C3)C(=O)N3N=C(C=C3)C(=O)O)C=C1)N1CC3C(C1)COC3